BrCC1=CC=C(C=C1)C=1OC(=NN1)C(F)F 2-(4-(bromomethyl)phenyl)-5-(difluoromethyl)-1,3,4-oxadiazole